C(C)C1=NC(=CC=C1O[C@@H]1C[C@H](CCC1)C(=O)O)C=1N=NN(C1NC(=O)OCC(C)C)C (1S,3S)-3-{[2-ethyl-6-(1-methyl-5-{[(2-methylpropoxy)carbonyl]amino}-1H-1,2,3-triazol-4-yl)pyridin-3-yl]oxy}cyclohexane-1-carboxylic acid